C[C@@]1([C@@H](C2=CC3=NC(=CC4=C(C(=C([N-]4)C=C5C(=C(C(=N5)C=C1[N-]2)CC(=O)[O-])CCC(=O)[O-])CCC(=O)[O-])CC(=O)[O-])[C@H]([C@]3(C)CC(=O)[O-])CCC(=O)[O-])CCC(=O)[O-])CC(=O)[O-].[Fe] The molecule is a cyclic tetrapyrrole anion obtained by deprotonation of the carboxy groups of siroheme; major species at pH 7.3. It has a role as a Saccharomyces cerevisiae metabolite and a cofactor. It is a heme and a cyclic tetrapyrrole anion. It is a conjugate base of a siroheme.